C1(=C(C=CC=C1)NC=1C=C(C(=CC1)C1=CC=CC=C1)C1=CC=CC=C1)C1=CC=CC=C1 N-([1,1'-biphenyl]-2-yl)-[1,1':2',1''-terphenyl]-4'-amine